C(C)(C)(C)OC(=O)N1CCN(CC1)C=1C2=C(N=C(N1)N1[C@H](CC1)C)C(CC2)(F)F (S)-4-(7,7-difluoro-2-(2-methylazetidin-1-yl)-6,7-dihydro-5H-cyclopenta[d]pyrimidin-4-yl)piperazine-1-carboxylic acid tert-butyl ester